methyl 3-(2-hydroxyethoxy)-4-nitro-5-[[(2S)-oxetan-2-yl]methylamino]benzoate OCCOC=1C=C(C(=O)OC)C=C(C1[N+](=O)[O-])NC[C@H]1OCC1